((3aS,4R,6S,6aS)-6-(4-aminopyrrolo[2,1-f][1,2,4]triazin-7-yl)-4-cyano-2,2-dimethyltetrahydrofuro[3,4-d][1,3]dioxol-4-yl)methyl 3,3-dimethylbutanoate CC(CC(=O)OC[C@]1(O[C@H]([C@@H]2OC(O[C@@H]21)(C)C)C2=CC=C1C(=NC=NN12)N)C#N)(C)C